ClC=1C(=CC(=C(C1)S(=O)(=O)N(C=1SC=CN1)CC1=C(C=C(C=C1)OC)OC)F)N[C@@H](C)C1=CC(=C(C=C1)F)F (S)-5-chloro-4-((1-(3,4-difluorophenyl)ethyl)amino)-N-(2,4-dimethoxybenzyl)-2-fluoro-N-(thiazol-2-yl)benzenesulfonamide